COC=1C=C2C(=NC(=NC2=CC1OC)C)N[C@H](C)C1=CC(=CC=C1)C=1C=C2C(=NC1)NC=C2 6,7-dimethoxy-2-methyl-N-{(1R)-1-[3-(1H-pyrrolo[2,3-b]-pyridin-5-yl)-phenyl]ethyl}-quinazolin-4-amine